CN1C(N(C2=C1N=NC=1C=CC=CC21)C2COCCC2)=O 3-methyl-1-(tetrahydro-2H-pyran-3-yl)-1H-imidazo[4,5-c]cinnolin-2(3H)-one